The molecule is a sialotriaosylceramide consisting of the hexasaccharide beta-GalNAc-(1->4)-[alpha-Neu5Ac-(2->8)-alpha-Neu5Ac-(2->8)-alpha-Neu5Ac-(2->3)]-beta-Gal-(1->4)-beta-Glc attached to the primary hydroxy function of ceramide(d18:1/16:0). It has a role as a mouse metabolite. It derives from a hexadecanoic acid. CCCCCCCCCCCCCCCC(=O)N[C@@H](CO[C@H]1[C@@H]([C@H]([C@@H]([C@H](O1)CO)O[C@H]2[C@@H]([C@H]([C@H]([C@H](O2)CO)O[C@H]3[C@@H]([C@H]([C@H]([C@H](O3)CO)O)O)NC(=O)C)O[C@@]4(C[C@@H]([C@H]([C@@H](O4)[C@@H]([C@@H](CO)O[C@@]5(C[C@@H]([C@H]([C@@H](O5)[C@@H]([C@@H](CO)O[C@@]6(C[C@@H]([C@H]([C@@H](O6)[C@@H]([C@@H](CO)O)O)NC(=O)C)O)C(=O)O)O)NC(=O)C)O)C(=O)O)O)NC(=O)C)O)C(=O)O)O)O)O)[C@@H](/C=C/CCCCCCCCCCCCC)O